N-(2-(6-chloro-1H-pyrrolo[3,2-c]pyridin-1-yl)ethyl)-3-(8-methyl-4-oxo-4,5-dihydro-3H-pyrimido[5,4-b]indol-3-yl)propanamide ClC1=CC2=C(C=N1)C=CN2CCNC(CCN2C=NC1=C(NC=3C=CC(=CC13)C)C2=O)=O